FC1=C(C(=O)[O-])C(=CC=C1F)F.C[N+](CC1=CC=CC=C1)(C)C trimethyl-benzyl-ammonium 2,3,6-trifluorobenzoate